(1R,2S)-1-(2-chlorophenyl)-N2-((R)-1-(4-methoxyphenyl)ethyl)-N1-methylcyclohexane-1,2-diamine ClC1=C(C=CC=C1)[C@]1([C@H](CCCC1)N[C@H](C)C1=CC=C(C=C1)OC)NC